6H-pyrido[3',4':5,6]pyrazino[2,3-b]indole C1=NC=CC=2C1=NC1=C(NC=3C=CC=CC13)N2